4-((4-((3-methoxybenzyl)(3-(pyrrolidin-1-yl)benzyl)amino)pyridin-2-yl)methyl)piperazin-2-one COC=1C=C(CN(C2=CC(=NC=C2)CN2CC(NCC2)=O)CC2=CC(=CC=C2)N2CCCC2)C=CC1